NC1=C(C=2C(=NC=C(C2S1)F)C=1C2=C(C=3C=NC(=NC3C1F)OCC1(CC1)CN1CCOCC1)COC2)C#N 2-Amino-7-fluoro-4-(5-fluoro-3-((1-(morpholinomethyl)cyclopropyl)methoxy)-7,9-dihydrofuro[3,4-f]quinazolin-6-yl)thieno[3,2-c]pyridine-3-carbonitrile